di-n-hexyl 2,6-naphthalenedicarboxylate C1=C(C=CC2=CC(=CC=C12)C(=O)OCCCCCC)C(=O)OCCCCCC